N[C@@H]1CC[C@H](CC1)O trans-4-Aminocyclohexanol